tert-butyl (5-cyano-2-(2-methylprop-1-en-1-yl)-4-(piperazin-1-yl)phenyl)carbamate C(#N)C=1C(=CC(=C(C1)NC(OC(C)(C)C)=O)C=C(C)C)N1CCNCC1